(S,E)-methyl 6-(3-methylbenzofuran-2-carboxamido)-7-oxo-7-(2-oxo-1-(2-oxo-2-((1R,2R,4R)-1,7,7-trimethylbicyclo[2.2.1]heptan-2-ylamino)ethyl)-1,2-dihydropyridin-3-ylamino)hept-2-enoate CC1=C(OC2=C1C=CC=C2)C(=O)N[C@@H](CC/C=C/C(=O)OC)C(NC=2C(N(C=CC2)CC(N[C@H]2[C@@]1(CC[C@H](C2)C1(C)C)C)=O)=O)=O